(1R,3S)-3-(3-{[(4-methoxyphenyl)acetyl]amino}-1H-pyrazol-5-yl)cyclopentyl (trans-4-hydroxy-4-methylcyclohexyl)carbamate OC1(CCC(CC1)NC(O[C@H]1C[C@H](CC1)C1=CC(=NN1)NC(CC1=CC=C(C=C1)OC)=O)=O)C